2-(5-(((1R,2S,3S,5S)-2-fluoro-8-azabicyclo[3.2.1]octan-3-yl)thio)pyrazin-2-yl)-5-(1H-imidazol-1-yl)phenol F[C@H]1[C@H]2CC[C@@H](C[C@@H]1SC=1N=CC(=NC1)C1=C(C=C(C=C1)N1C=NC=C1)O)N2